rac-(S*)-7-((R*)-4-Methyl-3-(4-(5-(trifluoromethyl)pyrimidin-2-yl)piperazine-1-carbonyl)piperazin-1-yl)-4-(trifluoromethyl)-2,5,6,7-tetrahydro-3H-cyclopenta[c]pyridazin-3-one CN1[C@H](CN(CC1)[C@H]1CCC=2C1=NNC(C2C(F)(F)F)=O)C(=O)N2CCN(CC2)C2=NC=C(C=N2)C(F)(F)F |o1:2,&1:7|